Bis(2,3-dicarboxyphenyl)methane C(=O)(O)C1=C(C=CC=C1C(=O)O)CC1=C(C(=CC=C1)C(=O)O)C(=O)O